ClC1=C(C(=CC=C1)F)C1N(OCC1)C(=O)C1=CC=C(N1C)C#N 5-[3-(2-chloro-6-fluorophenyl)-1,2-oxazolidine-2-carbonyl]-1-methyl-1H-pyrrole-2-carbonitrile